FC(OC1=CC=C(C=C1)S(=O)(=O)N1C2CC(CC1CC2)NC21COC(C2)(C1)C)F 8-((4-(Difluoromethoxy)phenyl)sulfonyl)-N-(1-methyl-2-oxabicyclo[2.1.1]hexan-4-yl)-8-azabicyclo[3.2.1]octan-3-amine